C(C)(C)(C)OC(=O)N1C[C@H](N(CC1)C1=C(C=C(C=C1)Br)C(=O)OC)CC (3R)-4-[4-bromo-2-(methoxycarbonyl)phenyl]-3-ethylpiperazine-1-carboxylic acid tert-butyl ester